(2R,3R)-1,4-Bis[2-(2-pyridyl)ethylsulfanyl]butan-2,3-diol N1=C(C=CC=C1)CCSC[C@@H]([C@H](CSCCC1=NC=CC=C1)O)O